CC(C)([C@@H](CC)C)C1=CC(=C2[C@H]3[C@H](C(OC2=C1)(C)C)CC=C(C3)C)OC (6Ar,10aR)-3-[(3R)-2,3-dimethylpentan-2-yl]-1-methoxy-6,6,9-trimethyl-6a,7,10,10a-tetrahydrobenzo[c]chromene